Cl.NCC1=NOC(C1)(C(=O)OCC)CC1=C(C=CC=C1)Cl ethyl 3-(aminomethyl)-5-(2-chlorobenzyl)-4,5-dihydroisoxazole-5-carboxylate hydrochloride